Dihydroxy-3-oxo-4-cholenoic acid C[C@H](CC(C(=O)O)(O)O)[C@H]1CC[C@@H]2[C@@]1(CC[C@H]3[C@H]2CCC4=CC(=O)CC[C@]34C)C